(S)-3-METHYLPIPERIDINE HYDROCHLORIDE Cl.C[C@@H]1CNCCC1